4-[2-(difluoromethoxy)-4-(trifluoromethyl)phenyl]-N-[(3R)-1-ethylpiperidin-3-yl]-2-methylpyrazolo[1,5-d][1,2,4]triazin-7-amine FC(OC1=C(C=CC(=C1)C(F)(F)F)C=1C=2N(C(=NN1)N[C@H]1CN(CCC1)CC)N=C(C2)C)F